C1(CC1)C=1C=2N(C=C(C1)C(=O)N1[C@@H](C3=CC=CC=C3CC1)C)C=C(N2)C2=C(C=C(C=C2)[C@H]2[C@@H](C2)C(=O)OCC)F Ethyl trans-2-(4-{8-cyclopropyl-6-[(1R)-1-methyl-1,2,3,4-tetrahydroisoquinoline-2-carbonyl]imidazo[1,2-a]pyridin-2-yl}-3-fluorophenyl)cyclopropane-1-carboxylate